FC(S(=O)(=O)OC=1N=NC=CC1)(F)F pyridazinyl trifluoromethanesulfonate